ClC=1C(=NC(=CC1)C(F)(F)F)C(=O)NC1=C2C(N(CC2=CC=C1)[C@@H](CO)C(C)C)=O (R)-3-chloro-N-(2-(1-hydroxy-3-methylbutan-2-yl)-3-oxoisoindolin-4-yl)-6-(trifluoromethyl)picolinamide